BrC=1C=C(C=C(C1)OC1=CC=C(C=C1)C1=CC=CC=C1)OC1=CC=C(C=C1)C1=CC=CC=C1 4,4''-((5-bromo-1,3-phenylene)bis(oxy))di-1,1'-biphenyl